[K+].[K+].[Pt+2].O1C(CCC1)C(C)(C)C1OC(CC1)C(C)(C)C1OCCC1 2,5-bis[2-(tetrahydrofuran-2-yl)propan-2-yl]Tetrahydrofuran platinum(II) dipotassium